2-((2S)-1-acryloyl-4-(7-(benzothien-7-yl)-6-chloro-8-fluoro-2-(((S)-1-methylpyrrolidin-2-yl)methoxy)quinazolin-4-yl)piperazin-2-yl)acetonitrile C(C=C)(=O)N1[C@H](CN(CC1)C1=NC(=NC2=C(C(=C(C=C12)Cl)C1=CC=CC=2C=CSC21)F)OC[C@H]2N(CCC2)C)CC#N